C(C=C)(=O)N1C[C@@](CC1)(C1=C(C(=CC=C1F)Cl)Cl)NC=1C(=C2C(N(C=NC2=CC1)C(C)C)=O)C 6-[(R)-1-acryloyl-3-(2,3-dichloro-6-fluorophenyl)-3-pyrrolidinylamino]-3-isopropyl-5-methyl-4(3H)-quinazolinone